(S)-tert-butyl 3-(2-hydroxyethyl)pyrroline-1-carboxylate OCCC1=CN(CC1)C(=O)OC(C)(C)C